CC1C=2C=CC=3C=CN(CCCCCCC4CCN1C4=O)C3N2 2-methyl-3,13,19-triazatetracyclo[11.5.2.1^{3,6}.0^{16,20}]henicosa-1(19),14,16(20),17-tetraen-21-one